[NH4+].[NH4+].N(N=C1SC2=C(N1CC)C=CC(=C2)S(=O)(=O)[O-])=C2SC1=C(N2CC)C=CC(=C1)S(=O)(=O)[O-] 2,2'-azino-di-[3-ethyl-benzothiazoline-6-sulfonic acid] diammonium salt